OC(CCO)CCCCCCCCCCC 3-hydroxy-tetradecanol